CC1=C(C=CC=C1)NC([C@@H](CN)N)=O |r| N-(2-methylphenyl)-DL-2,3-diaminopropionamide